6-(3-(3-fluoro-5-(1-isopropylpiperidin-4-yl)pyridin-2-yl)-4-isopropyl-1H-pyrazol-5-yl)-8-methoxy-[1,2,4]triazolo[1,5-a]pyridine FC=1C(=NC=C(C1)C1CCN(CC1)C(C)C)C1=NNC(=C1C(C)C)C=1C=C(C=2N(C1)N=CN2)OC